N-[(3R,4S)-1-[(1S)-2,2-difluorocyclopropanecarbonyl]-4-fluoropyrrolidin-3-yl]-2-methoxypyridine-3-carboxamide FC1([C@@H](C1)C(=O)N1C[C@H]([C@H](C1)F)NC(=O)C=1C(=NC=CC1)OC)F